OCC1CCN(CC1)C1=C(C=C(C=C1)C(F)(F)F)NC(C1=NC=CC=C1)=O N-(2-(4-(hydroxymethyl)piperidin-1-yl)-5-(trifluoromethyl)phenyl)picolinamide